BrC1=C(C(=CC=C1)Cl)C(=O)NC=1C=C(C2=C(NC(=N2)COC)C1)C(=O)NC1=C(C(=CC=C1)Cl)C 6-{[(2-Bromo-6-chlorophenyl)carbonyl]amino}-N-(3-chloro-2-methylphenyl)-2-(methoxymethyl)-1H-benzimidazole-4-carboxamide